isopropyl 2-[[(4S)-2-[(3-bromo-2-chloro-phenyl)carbamoyl]-4,5,6,7-tetrahydropyrazolo[1,5-a]pyridin-4-yl]amino]acetate BrC=1C(=C(C=CC1)NC(=O)C1=NN2C([C@H](CCC2)NCC(=O)OC(C)C)=C1)Cl